N-(4-(bicyclo[3.1.1]heptan-3-yloxy)-3-fluoro-5-methylphenyl)-5-ethyl-2-(3-(hydroxymethyl)-3-methylazetidin-1-yl)oxazole-4-carboxamide C12CC(CC(C1)C2)OC2=C(C=C(C=C2C)NC(=O)C=2N=C(OC2CC)N2CC(C2)(C)CO)F